C(CC)(=O)N1CCC2=CC(=CC=C12)C1=NC=C(C(=O)NCC=2C=NC=CC2)C=C1 6-(1-propionylindolin-5-yl)-N-(pyridin-3-ylmethyl)nicotinamide